CC1=CC=C(C=N1)OCCN(CC[C@@H](C(=O)O)NC1=NC=NC2=CC=CC=C12)CCCCC1=NC=2NCCCC2C=C1 (S)-4-((2-((6-methylpyridin-3-yl)oxy)ethyl)(4-(5,6,7,8-tetrahydro-1,8-naphthyridin-2-yl)butyl)amino)-2-(quinazolin-4-ylamino)butanoic acid